2-(2-methoxyphenyl)ethylamine COC1=C(C=CC=C1)CCN